O=C1NC2(CN(C2)C(=O)OC2CC(C2)COCC2=CC(=C(C=C2)Cl)C)CO1 3-(((4-chloro-3-methylbenzyl)oxy)methyl)cyclobutyl 6-oxo-7-oxa-2,5-diazaspiro[3.4]octane-2-carboxylate